tert-butylhydroquinoneOne C(C)(C)(C)C=1C(C(O)C=CC1O)=O